N1(N=CC=C1)C=1C=CC(=NC1)N1C(N(C2=C(C1=O)C(=C(S2)C2=CC=C(C=C2)[N+](=O)[O-])C)CC2=C(C=CC=C2F)F)=O 3-(5-(1H-pyrazol-1-yl)pyrid-2-yl)-1-(2,6-difluorobenzyl)-5-methyl-6-(4-nitrophenyl)thieno[2,3-d]pyrimidine-2,4(1H,3H)-dione